4'-(6-bromohexyloxy)biphenyl-4-ol tert-Butyl-8-[4-(2-[[(benzyloxy)carbonyl]amino]ethyl)-3-fluorophenyl]-3,8-diazabicyclo[3.2.1]octane-3-carboxylate C(C)(C)(C)C12CN(CC(CC1)N2C2=CC(=C(C=C2)CCNC(=O)OCC2=CC=CC=C2)F)C(=O)OC2=CC=C(C=C2)C2=CC=C(C=C2)OCCCCCCBr